tert-butyl 2-(4-methylpiperazine-1-carbonyl)-7,8-dihydro-4H-pyrazolo[1,5-a][1,4]diazepine-5(6H)-carboxylate CN1CCN(CC1)C(=O)C1=NN2C(CN(CCC2)C(=O)OC(C)(C)C)=C1